BrC1=CC=C(CN(S(=O)(=O)C2=CC=C(C=C2)NC(=O)NCC2=CC=NC=C2)CC2=CC=C(C=C2)F)C=C1 N-(4-bromobenzyl)-N-(4-fluorobenzyl)-4-(3-(pyridin-4-ylmethyl)ureido)benzenesulfonamide